C(CCCCCCCCCCCCCCCCC)(=O)O.OCC(O)CO.OCC(O)CO di-glycerol monostearate